4-(4-(2-oxa-6-azaspiro[3.4]octan-6-ylmethyl)-2-fluorobenzylamino)-2-(2,6-dioxopiperidin-3-yl)isoindoline-1,3-dione C1OCC12CN(CC2)CC2=CC(=C(CNC1=C3C(N(C(C3=CC=C1)=O)C1C(NC(CC1)=O)=O)=O)C=C2)F